5-phenyl-1,4-Dihydropyridine C1(=CC=CC=C1)C=1CC=CNC1